ClC1=NN(C=C1N(C(CCSCCC(F)(F)F)=O)CC)C=1C=NC=CC1 N-[3-Chloro-1-(3-pyridinyl)-1H-pyrazol-4-yl]-N-ethyl-3-[(3,3,3-trifluoropropyl)thio]-propanamid